NC=1C(=CC2=C(CC(O2)(C)CO)C1)N1CCN(CC1)CC(F)F [5-amino-6-[4-(2,2-difluoroethyl)piperazin-1-yl]-2-methyl-3H-benzofuran-2-yl]methanol